C(C)OC(=O)C1=CC(=NN1C1=NC=CC=C1Cl)Br 3-Bromo-1-(3-chloro-2-pyridinyl)-1H-pyrazole-5-carboxylic acid ethyl ester